Cl.C(C)(C)(C)OC(=O)N1CC2(CC1)CCN(CC2)C2=C(C=NC1=CC(=C(C=C21)OC)OC)F 8-(3-fluoro-6,7-dimethoxyquinolin-4-yl)-2,8-diazaspiro[4.5]Decane-2-carboxylic acid tert-butyl ester hydrochloride